N1(C=CC=C1)NC(OC(C)(C)C)=O tert-butyl (1H-pyrrol-1-yl)carbamate